OC1C=C(C(CC1O)=O)C 4,5-dihydroxy-2-methylcyclohex-2-enone